1-(5-hydroxy-1,3-dimethyl-1H-pyrazol-4-yl)-2-phenoxyethanol OC1=C(C(=NN1C)C)C(COC1=CC=CC=C1)O